C(C(C)(C)C)CCCC=1NC=C(C1)CC(C)(C)C 3,4-di-neo-pentylpropylpyrrole